C(C)(C)(C)OC(=O)N1CC(=CC1)C=1C=C(C=2N(C1)C(=NN2)C)C2=C(C=C(C=C2)F)C(N(C(C)C)CC)=O 3-(8-{2-[ethyl(isopropyl)carbamoyl]-4-fluorophenyl}-3-methyl-[1,2,4]triazolo[4,3-a]pyridin-6-yl)-2,5-dihydro-1H-pyrrole-1-carboxylic acid tert-butyl ester